8-methyl-7-(3-(1-methyl-3-(trifluoromethyl)-1H-pyrazol-4-yl)-7,8-dihydro-1,6-naphthyridin-6(5H)-yl)-4H-pyrimido[1,2-b]pyridazin-4-one CC1=CC=2N(N=C1N1CC=3C=C(C=NC3CC1)C=1C(=NN(C1)C)C(F)(F)F)C(C=CN2)=O